COC1=C(CNC2=NC=NC3=C(C=CC=C23)C(=O)NC2=C3C=CN=C(C3=CC=C2C)NC2=C(C=C(C=C2)OC)F)C=CC(=C1)OC 4-((2,4-dimethoxybenzyl)amino)-N-(1-((2-fluoro-4-methoxyphenyl)amino)-6-methylisoquinolin-5-yl)quinazoline-8-carboxamide